C(C1=CC=CC=C1)(C1=CC=CC=C1)[C@@H]1N2C(C=3N(C1)C(=CN3)C=3C=NNC3)=C(C(C=C2)=O)O (S)-6-benzhydryl-11-hydroxy-3-(1H-pyrazol-4-yl)-5,6-dihydro-10H-imidazo[1,2-a]pyrido[2,1-c]pyrazin-10-one